1-(4-(2-chloro-5-methylpyrimidin-4-yl)-1H-pyrazol-1-yl)-2-methylpropan-2-ol ClC1=NC=C(C(=N1)C=1C=NN(C1)CC(C)(O)C)C